((2R,3S,4R,5R)-5-(4-aminopyrrolo[2,1-f][1,2,4]triazin-7-yl)-5-cyano-3,4-dihydroxytetrahydrofuran-2-yl)methyl ((R)-3-(octadecyloxy)-2-(quinolin-2-ylmethoxy)propyl) hydrogen phosphate P(=O)(OC[C@H]1O[C@@]([C@@H]([C@@H]1O)O)(C#N)C1=CC=C2C(=NC=NN21)N)(OC[C@@H](COCCCCCCCCCCCCCCCCCC)OCC2=NC1=CC=CC=C1C=C2)O